CN1CCN(CC1)C1=CC=C2N=C3C(C4=C(C(C3=NC2=C1C#N)=O)N=CC=C4)=O 9-(4-methylpiperazin-1-yl)-5,12-dioxo-5,12-dihydropyrido[2,3-b]phenazine-10-carbonitrile